(S)-6-(((1-(bicyclo[1.1.1]pentan-1-yl)-1H-1,2,3-triazol-4-yl)(1-methyl-2-oxo-1,2-dihydroquinolin-5-yl)methyl)amino)-4-(neopentylamino)quinoline-3,8-dicarbonitrile C12(CC(C1)C2)N2N=NC(=C2)[C@H](C2=C1C=CC(N(C1=CC=C2)C)=O)NC=2C=C1C(=C(C=NC1=C(C2)C#N)C#N)NCC(C)(C)C